methyl 2-[(3-ethoxy-3-oxo-propanoyl)amino]pyridine-3-carboxylate C(C)OC(CC(=O)NC1=NC=CC=C1C(=O)OC)=O